3-(2-(bis(tert-butoxycarbonyl)amino)pyrimidin-5-yl)propanoate C(C)(C)(C)OC(=O)N(C1=NC=C(C=N1)CCC(=O)[O-])C(=O)OC(C)(C)C